3-(2-aminoethylamino)propylmethyldimethylsilane NCCNCCC[Si](C)(C)C